C1(=CC=CC=C1)C=1N=C(OC1C1=CC=CC=C1)C=1C(=CC2=CC=CC=C2C1)O 3-(4,5-diphenyloxazol-2-yl)naphthalen-2-ol